C(C)(C)C1=CC=C(C(=N1)OC)C1=CN=C2SC(=NN21)N2CCC(CC2)N2CCS(CC2)(=O)=O 4-(1-(5-(6-isopropyl-2-methoxypyridin-3-yl)imidazo[2,1-b][1,3,4]thiadiazol-2-yl)piperidin-4-yl)thiomorpholine 1,1-dioxide